O=C1NC(CC[C@H]1C1=CC=C(OCC(=O)N2CCC3(CC(C3)N3CCN(CC3)C3=CC=C(C=C3)NC3=C4N=CN(C4=NC=N3)C3CC(C3)NC(C3=NC(=CC=C3)C)=O)CC2)C=C1)=O N-((1s,3s)-3-(6-((4-(4-(7-(2-(4-(2,6-dioxopiperidin-3-yl)phenoxy)acetyl)-7-azaspiro[3.5]nonan-2-yl)piperazin-1-yl)phenyl)amino)-9H-purin-9-yl)cyclobutyl)-6-methylpicolinamide